2-Phenyl-3-butanon C1(=CC=CC=C1)C(C)C(C)=O